ClC1=NC(=CC(=C1)C1=C(C=C(C=C1)F)N1N=C(C=C1)C)C1CC1 2-chloro-6-cyclopropyl-4-[4-fluoro-2-(3-methylpyrazol-1-yl)phenyl]pyridine